N-(5-(thiophen-2-yl)-1,3,4-oxadiazol-2-yl)benzamide tert-butyl-N-methyl-N-(5,6,7,8-tetrahydro-4H-cyclohepta[c]thiophen-5-yl)carbamate C(C)(C)(C)OC(N(C1CC=2C(=CSC2)CCC1)C)=O.S1C(=CC=C1)C1=NN=C(O1)NC(C1=CC=CC=C1)=O